(S)-N-(4-amino-6-methyl-5-(quinolin-3-yl)-8,9-dihydropyrimido[5,4-b]indolizin-8-yl)-3,3,2-trideuteroacrylamide NC1=NC=NC2=C1C(=C1C(=C[C@@H](CN21)NC(C(=C([2H])[2H])[2H])=O)C)C=2C=NC1=CC=CC=C1C2